FC1=CNC2=NC=C(C=C21)OC2=C(C(=O)NS(=O)(=O)C=1C=C(C3=C(OC[C@@H](N3)C3CCC(CC3)(C)O)C1)[N+](=O)[O-])C=CC=C2 2-((3-fluoro-1H-pyrrolo[2,3-b]pyridin-5-yl)oxy)-N-(((S)-3-((1r,4S)-4-hydroxy-4-methylcyclohexyl)-5-nitro-3,4-dihydro-2H-benzo[b][1,4]oxazin-7-yl)sulfonyl)benzamide